C(=O)C=1C(=CC(=C(C1)C=1C(=C(C(=C(C1C)C1=CC(=C(C=C1OC)OC)C=O)C)C1=CC(=C(C=C1OC)OC)C=O)C)OC)OC Syn-(1S,3'S)-5'-((R)-5-formyl-2,4-dimethoxyphenyl)-4,4'',6,6''-tetramethoxy-2',4',6'-trimethyl-[1,1':3',1''-terphenyl]-3,3''-dicarbaldehyde